ClC=1C=C(OCC(=O)NC=2N=NC=CC2)C=C(C1CC1=CC(=C(C=C1)O)C(C)C)Cl 2-(3,5-Dichloro-4-(4-hydroxy-3-isopropylbenzyl)phenoxy)-N-(pyridazin-3-yl)acetamide